(1R)-1-[[3-(2-methyl-4-pyridyl)-1H-indazol-5-yl]amino]tetralin-6-carbonitrile CC1=NC=CC(=C1)C1=NNC2=CC=C(C=C12)N[C@@H]1CCCC2=CC(=CC=C12)C#N